phenylthiosuccinimide C1(=CC=CC=C1)C1C(=S)NC(C1)=O